6-bromo-3-ethyl-2-((S)-1-((R)-3-methyl-1,4-diazepan-1-yl)butyl)quinazolin-4(3H)-one BrC=1C=C2C(N(C(=NC2=CC1)[C@H](CCC)N1C[C@H](NCCC1)C)CC)=O